FC(S(=O)(=O)[O-])(F)F.CC1=CC=C(C=C1)[S+](C1=CC=CC=C1)C1=CC=CC=C1 (4-methylphenyl)diphenylsulfonium trifluoromethanesulfonate